ClC1=CC=C(C=C1)C(C(=O)N1CCCC1)=C (4-chlorophenyl)-1-(pyrrolidin-1-yl)prop-2-en-1-one